6-(6-chloro-4-{3,6-diazabicyclo[3.1.1]hept-6-yl}-8-fluoro-2-{[(2S)-1-methylpyrrolidin-2-yl]methoxy}quinazolin-7-yl)-4-methyl-5-(trifluoromethyl)pyridin-2-amine ClC=1C=C2C(=NC(=NC2=C(C1C1=C(C(=CC(=N1)N)C)C(F)(F)F)F)OC[C@H]1N(CCC1)C)N1C2CNCC1C2